di(trimethylsilyl)amide C[Si](C)(C)[N-][Si](C)(C)C